3-(5,7-difluoro-2-(4-fluorophenyl)-1H-indol-3-yl)cyclobutane-1-carbonitrile FC=1C=C2C(=C(NC2=C(C1)F)C1=CC=C(C=C1)F)C1CC(C1)C#N